FC(C(=O)O)(F)F.FC(C(=O)O)(F)F.FC(C(=O)O)(F)F.N1CCC(CC1)C(=O)OC(C(CCCC)NC([C@@H](CCCC(F)(F)F)NC([C@@H](CC1=CC=CC=C1)N)=O)=O)=O [2-[[(2R)-2-[[(2R)-2-amino-3-phenyl-propionyl] amino]-6,6,6-trifluoro-hexanoyl] amino] hexanoyl] piperidine-4-carboxylate tri-trifluoroacetate